ClC1=C(C=CC(=C1)F)NC(C1=C(C=C(C(=C1)F)N1N=C2N(CCCC2)C1=O)O[C@H](C(F)(F)F)C)=O N-(2-chloro-4-fluorophenyl)-5-fluoro-4-(3-oxo-5,6,7,8-tetrahydro[1,2,4]triazolo[4,3-a]pyridin-2(3H)-yl)-2-{[(2S)-1,1,1-trifluoropropan-2-yl]oxy}benzamide